C1=C=C=C=CCC1 cycloheptatrieneN